BrC1=CC=C(C=C1)C=1NCCN1 2-(4-bromophenyl)-4,5-dihydro-1H-imidazole